diethyl-oxybisphenol A C(C)OC=1C(=C(O)C=CC1C(C)(C)C1=CC=C(C=C1)O)OCC